3-(chloromethyl)-N-methoxy-N-methylbenzamide ClCC=1C=C(C(=O)N(C)OC)C=CC1